ClC1=NC(=NC(=N1)C1C(N(C(CC1NCCCC)(C)C)C)(C)C)C1C(N(C(CC1NCCCC)(C)C)C)(C)C 2-chloro-4,6-bis-(4-n-butylamino-1,2,2,6,6-pentamethylpiperidyl)-1,3,5-triazine